C(C)(=O)N[C@@](CCCCN)(C(=O)O)C acetyl-alpha-methyl-L-Lysine